ClS(=O)N chlorosulfinamide